FC(C1=NN=C(O1)C1=CC(=C(C=C1F)CN1C=NC(=C1)C1=CC=C(C=C1)NC=1NCCN1)F)F N-[4-[1-[[4-[5-(difluoromethyl)-1,3,4-oxadiazol-2-yl]-2,5-difluorophenyl]methyl]imidazol-4-yl]phenyl]-4,5-dihydro-1H-imidazol-2-amine